2-chloro-4-((2-methoxy-3-(1-methyl-1H-1,2,4-triazole-3-yl)phenyl)amino)-N-methylpyrimidine-5-formamide ClC1=NC=C(C(=N1)NC1=C(C(=CC=C1)C1=NN(C=N1)C)OC)C(=O)NC